C(C)C1=C(C(C(=O)O)=CC=C1)OCCCCCC.C(C=1C(O)=CC=CC1)(=O)OC(CCCCC)CC ethylhexyl salicylate (EthylhexylSalicylate)